(3S,4S)-4-(2-chloro-6-fluorophenyl)-1-(2,2,2-trifluoroethyl)pyrrolidine-3-carboxylic acid ClC1=C(C(=CC=C1)F)[C@@H]1[C@@H](CN(C1)CC(F)(F)F)C(=O)O